propiolic acid, cyclopropylamide C1(CC1)NC(C#C)=O